ClC1=CC(=CC(=N1)N1CCN(CC1)S(=O)(=O)C1=CC=C(C=C1)N1C(OC(C1)CO)=O)C(F)(F)F 3-[4-[4-[6-chloro-4-(trifluoromethyl)-2-pyridinyl]piperazin-1-yl]sulfonylphenyl]-5-(hydroxymethyl)oxazolidin-2-one